bis(3-aminophenoxy)diphenylmethane NC=1C=C(OC(C2=CC=CC=C2)(C2=CC=CC=C2)OC2=CC(=CC=C2)N)C=CC1